4-methylcyclohex-4-ene-1,2-dicarboxylic anhydride CC=1CC2C(CC1)C(=O)OC2=O